BrC1=CC(=NC=C1)OCCO 2-((4-bromopyridin-2-yl)oxy)ethanol